N-butyl-4-(butylimino)-2-penten-2-amine C(CCC)NC(C)=CC(C)=NCCCC